C(N1C(C=CC1=O)=O)N1C(C=CC1=O)=O N,N'-methylenebismaleimide